ClS(=O)(=O)C=1C=C(OCCN(C(OC(C)(C)C)=O)CCF)C=CC1 tert-butyl (2-(3-(chlorosulfonyl)phenoxy)ethyl)(2-fluoroethyl)carbamate